C(=O)O.FC(C=1C=C(C(=O)N)C=CN1)(F)F 2-(trifluoromethyl)isonicotinamide formate